2-butenyldimethylmethoxysilane C(C=CC)[Si](OC)(C)C